1-methylquinolin CN1CC=CC2=CC=CC=C12